CN(CCOC(=O)C=1C=C(C=CC1N1C(C2=CC=C(C=C2C1=O)C=1N=NNC1)=O)C1=CC=CC=C1)C 4-[1,3-Dioxo-5-(1H-[1,2,3]triazol-4-yl)-1,3-dihydroisoindol-2-yl]biphenyl-3-carboxylic acid 2-dimethylamino-ethyl ester